1-(4-((1R,5S)-3,8-diazabicyclo[3.2.1]octan-3-yl)-8-fluoro-2-(((S)-1-methylpyrrolidin-2-yl)methoxy)quinazolin-7-yl)isoquinolin-3-amine [C@H]12CN(C[C@H](CC1)N2)C2=NC(=NC1=C(C(=CC=C21)C2=NC(=CC1=CC=CC=C21)N)F)OC[C@H]2N(CCC2)C